cyclohexylcarbamic acid 3'-carbamoyl-5-hydroxybiphenyl-3-yl ester C(N)(=O)C=1C=C(C=CC1)C1=CC(=CC(=C1)O)OC(NC1CCCCC1)=O